C(C1=CC=CC=C1)(=O)NC1=CC=C(C=C1)C1=CCCN(C1)C(=O)OC(C)(C)C tert-butyl 5-(4-benzoylaminophenyl)-3,6-dihydropyridine-1(2H)-carboxylate